C(C)OC(=O)C1=C(N=C(S1)NC1=NC(=CC(=N1)C1=CC=C(C=C1)C#N)N1CCC(CC1)O)C 2-[4-(4-cyanophenyl)-6-(4-hydroxypiperidin-1-yl)pyrimidin-2-ylamino]-4-methylthiazole-5-carboxylic acid ethyl ester